methane chloride salt [Cl-].C